C(C)N(CC)CCCN 3-(N,N-diethylamino)propylamine